FC1([C@@H](CN(C1)CC1(CC1)O)C1CC12N(CCC(C2)C(=O)N)C(=O)C2=CC(=NN2)C2=CC(=NC=C2F)OC)F ((R)-4,4-difluoro-1-((1-hydroxycyclopropyl)methyl)pyrrolidin-3-yl)-4-(3-(5-fluoro-2-methoxypyridin-4-yl)-1H-pyrazole-5-carbonyl)-4-azaspiro[2.5]octane-7-carboxamide